NC=1C=NC2=CC=CC=C2C1N[C@@H](C(C)(O)C)CC (3R)-3-[(3-amino-4-quinolyl)amino]-2-methyl-pentan-2-ol